8-(5-chloro-3-methylpyridin-2-yl)-5-(4-chlorobenzyl)-2-(pyridin-2-yl)-2,5,8-triazaspiro[3.5]nonane-6,9-dione ClC=1C=C(C(=NC1)N1CC(N(C2(CN(C2)C2=NC=CC=C2)C1=O)CC1=CC=C(C=C1)Cl)=O)C